[Cl-].C(C)[N+](C)(C)CCO N-ethyl-2-hydroxy-N,N-dimethyl-ethylammonium chloride